(2,2-difluorocyclopropyl)-trifluoro-boric acid potassium salt [K].FC1(C(C1)[B-](F)(F)F)F.[H+]